N(=[N+]=[N-])CC1=CC=C(NC(C(C(=O)OCC)CC2=CC=CC=C2)=O)C=C1 Ethyl 3-[4-(azidomethyl)anilino]-2-benzyl-3-oxo-propanoate